NC=1N=C(C2=C(N1)C=C(C=N2)C2=CC(NC=C2CSC)=O)N[C@@](CO)(CCCC)C (R)-4-(2-Amino-4-((1-hydroxy-2-methylhexan-2-yl)amino)pyrido[3,2-d]pyrimidin-7-yl)-5-((methylthio)methyl)pyridin-2(1H)-one